Cl.C1(CCCCC1)NCC1=CC(=CC(=C1)Cl)Cl cyclohexyl-(3,5-dichlorophenyl)methylamine hydrochloride